C(C)OC(=O)C1=C(C=C(C=C1)NC=1N=CC2=C(N1)CN(CC2)C(=O)OC(C)(C)C)C tert-butyl 2-{[4-(ethoxycarbonyl)-3-methylphenyl]amino}-5H,6H,7H,8H-pyrido[3,4-d]pyrimidine-7-carboxylate